C1=2C=3C=CC(=CC3OC2C=CC=C1)S(=O)(=O)NC1=C(C=CC=C1)C#CC=1C=CC=NC1 5-[2-(2-{8-Oxatricyclo[7.4.0.02,7]trideca-1(9),2(7),3,5,10,12-hexaen-5-sulfonamido}phenyl)ethynyl]pyridin